4-aminoacetylaniline-d4 NCC(=O)C1=C(C(=C(N([2H])[2H])C=C1)[2H])[2H]